hydroxyethylidene diphosphonate tetrasodium salt [Na].[Na].[Na].[Na].P1(=O)OC(CO)OP(O1)=O